[(1R,5S)-3-(2-{[5-chloro-6-(2-hydroxyethyl)pyridin-3-yl]amino}pyrimidin-4-yl)-3,8-diazabicyclo[3.2.1]oct-8-yl][(1S)-2,2-difluorocyclopropyl]methanone ClC=1C=C(C=NC1CCO)NC1=NC=CC(=N1)N1C[C@H]2CC[C@@H](C1)N2C(=O)[C@H]2C(C2)(F)F